COC=1C=C(C=CC1OC)C=1NC2=CC=C(C=C2C1C(C)C)C1CCN(CC1)C(CN1CCC(CC1)O)=O 1-(4-(2-(3,4-dimethoxyphenyl)-3-isopropyl-1H-indol-5-yl)piperidin-1-yl)-2-(4-hydroxypiperidin-1-yl)ethan-1-one